4-[[3-[4-(difluoromethoxy)phenyl]imidazo[1,2-a]pyrazin-8-yl]amino]-N-[(4-hydroxypiperidin-4-yl)methyl]-N,2-dimethylbenzamide FC(OC1=CC=C(C=C1)C1=CN=C2N1C=CN=C2NC2=CC(=C(C(=O)N(C)CC1(CCNCC1)O)C=C2)C)F